C(CCC=CCC)=O 4-heptene-1-al